2-(1-hydroxyethyl)cyclohexanol OC(C)C1C(CCCC1)O